methyl 5-methyl-2-pentyl-3-(2-methoxy-2-oxo-1-(2-(benzenesulfonyl) hydrazono) ethyl)-1H-indole-6-carboxylate CC=1C=C2C(=C(NC2=CC1C(=O)OC)CCCCC)C(C(=O)OC)=NNS(=O)(=O)C1=CC=CC=C1